FC(CO)(F)C=1C=C(C=CC1)[C@H](C)NC(=O)C=1C=C(C(=C2C=NN(C12)COCC[Si](C)(C)C)OC)N1CCN(CC1)C(=O)OC(C)(C)C tert-butyl 4-(7-{[(1S)-1-[3-(1,1-difluoro-2-hydroxyethyl) phenyl]ethyl]carbamoyl}-4-methoxy-1-{[2-(trimethylsilyl)ethoxy]methyl}-1H-indazol-5-yl)piperazine-1-carboxylate